C(C)(=O)C1=C(NC2=C(C=CC(=C2C1=O)Cl)Br)S(=O)CC1=NOC(=C1)C 3-acetyl-8-bromo-5-chloro-2-(((5-methylisoxazol-3-yl)methyl)sulfinyl)quinolin-4(1H)-one